(13Z)-16-chloro-13-hexadecenyl acetate C(C)(=O)OCCCCCCCCCCCC\C=C/CCCl